N-(4-((2-((3-(tert-butyl)-1-methyl-1H-pyrazol-5-yl)amino)-1-methyl-1H-benzo[d]imidazol-6-yl)oxy)pyridin-2-yl)acetamide C(C)(C)(C)C1=NN(C(=C1)NC1=NC2=C(N1C)C=C(C=C2)OC2=CC(=NC=C2)NC(C)=O)C